5-(((trifluoromethyl)sulfonyl)oxy)-2,3-dihydrobenzo[b]thiepin-7-yl pivalate C(C(C)(C)C)(=O)OC1=CC2=C(SCCC=C2OS(=O)(=O)C(F)(F)F)C=C1